CC1=CC=CC(=N1)C1=C(N=CN1)C=1C=C2C=C(C=NC2=CC1)NC[C@H]1NCCC1 6-[5-(6-methyl-2-pyridyl)-1H-imidazol-4-yl]-N-[[(2S)-pyrrolidin-2-yl]methyl]quinolin-3-amine